(4-azido-2,3,5,6-tetrafluorophenyl) methyl-nitrophenyl carbonate C(OC1=C(C(=C(C(=C1F)F)N=[N+]=[N-])F)F)(OC1=C(C(=CC=C1)C)[N+](=O)[O-])=O